2-(4-((5-chloro-3-fluoropyridin-2-yl)oxy)benzoyl)hydrazine-1-carboxylic acid tert-butyl ester C(C)(C)(C)OC(=O)NNC(C1=CC=C(C=C1)OC1=NC=C(C=C1F)Cl)=O